C(#N)[C@H](CC1=C(C=C(C=C1)C=1C=CC2=C(N(C(O2)=O)C)C1)F)NC(=O)[C@H]1OC[C@@H](CNC1)OCC (2S,6R)-N-((S)-1-cyano-2-(2-fluoro-4-(3-methyl-2-oxo-2,3-dihydrobenzo[d]oxazol-5-yl)phenyl)ethyl)-6-ethoxy-1,4-oxazepane-2-carboxamide